benzyl 4-[3-[(3S)-1-tert-butoxycarbonyl-5,5-dimethyl-pyrrolidin-3-yl]-1-[(2,2,2-trifluoroacetyl)amino]propyl]-3,6-dihydro-2H-pyridine-1-carboxylate C(C)(C)(C)OC(=O)N1C[C@H](CC1(C)C)CCC(NC(C(F)(F)F)=O)C=1CCN(CC1)C(=O)OCC1=CC=CC=C1